tert-Butyl 4-((4-formyl-3-methoxyphenyl)amino)piperidine-1-carboxylate C(=O)C1=C(C=C(C=C1)NC1CCN(CC1)C(=O)OC(C)(C)C)OC